10-[(1SR,2RS)-2,3-dihydroxy-1-(hydroxymethyl)propyl]-1,4,7,10-tetraazacyclododecane-1,4,7-triacetic acid gadolinium [Gd].O[C@H]([C@H](CO)N1CCN(CCN(CCN(CC1)CC(=O)O)CC(=O)O)CC(=O)O)CO |r|